[Na+].C(CCC)OP([O-])(=O)OP(=O)([O-])[O-].FC=1C=CC(=NC1)NC1=NC=C(C(=O)NC([2H])([2H])[2H])C(=C1)NC1=C(C=2N(C=C1)N=CC2C)OC.[Na+].[Na+] 6-((5-Fluoropyridin-2-yl)amino)-4-((4-methoxy-3-methylpyrazolo[1,5-a]pyridin-5-yl)amino)-N-(methyl-d3)nicotinamide butyl-pyrophosphate sodium salt